1-(4-methoxybenzyl)-6-methyl-5-(trifluoromethyl)-1H-pyrazolo[3,4-b]pyridin-4-ol COC1=CC=C(CN2N=CC3=C2N=C(C(=C3O)C(F)(F)F)C)C=C1